6,6-difluoroazepan-3-amine dihydrochloride Cl.Cl.FC1(CCC(CNC1)N)F